C(=O)(O)CCC(=O)C1C(C2=CC=C(C=C2C1=O)OC=1C=C2C(C(C(C2=CC1)=O)C(CCC(=O)O)=O)=O)=O 4-(5-{[2-(3-carboxypropanoyl)-1,3-dioxo-2,3-dihydro-1H-inden-5-yl]oxy}-1,3-dioxo-2,3-dihydro-1H-inden-2-yl)-4-oxobutanoic acid